5-bromo-3-(2-(tert-butyldimethylsilyloxy)propan-2-yl)-2-methoxypyridine BrC=1C=C(C(=NC1)OC)C(C)(C)O[Si](C)(C)C(C)(C)C